1-(1-cyclohexyl-1H-tetrazol-5-yl)-N-(4-methoxybenzyl)-N-methylmethanamine C1(CCCCC1)N1N=NN=C1CN(C)CC1=CC=C(C=C1)OC